Ethyl 8-cyclopropyl-6-(2-fluorophenyl)-4H-benzo[f]imidazo[1,5-a][1,4]diazepine-3-carboxylate C1(CC1)C=1C=CC2=C(C(=NCC=3N2C=NC3C(=O)OCC)C3=C(C=CC=C3)F)C1